1,4-di(4-methyl-styryl)benzene CC1=CC=C(C=CC2=CC=C(C=C2)C=CC2=CC=C(C=C2)C)C=C1